CCCCCCCC(CCCC(CCCCCCC)O)O nonadecane-8,12-diol